The molecule is a limonoid that is 20,21,22,23-tetrahydroazadirone substituted by an additional oxo group at position 23. It has been isolated from Azadirachta indica. It has a role as a metabolite and a plant metabolite. It is an acetate ester, a cyclic terpene ketone, a limonoid, a tetracyclic triterpenoid and a butan-4-olide. It derives from an azadirone. CC(=O)O[C@@H]1C[C@@H]2[C@](C=CC(=O)C2(C)C)([C@@H]3[C@@]1(C4=CC[C@H]([C@@]4(CC3)C)[C@@H]5CC(=O)OC5)C)C